tert-butyl (1-(6-bromo-4-(3-fluoro-4-methoxyphenyl)-5-methoxypyridin-2-yl)piperidin-4-yl)carbamate BrC1=C(C(=CC(=N1)N1CCC(CC1)NC(OC(C)(C)C)=O)C1=CC(=C(C=C1)OC)F)OC